NC(CCC)C1=CC=C(C=C1)O 4-(1-aminobutyl)phenol